COC1=C(C=CC(=C1)OC)CNC1=NC=CC2=C(C=CC=C12)NCC12N(CC(C1)(C2)COC2=CC(N(C=C2)C)=O)C2=NC=C(C=N2)C2=CC=CC=C2 4-[[1-[[[1-[(2,4-Dimethoxyphenyl)methylamino]-5-isoquinolyl]amino]methyl]-2-(5-phenylpyrimidin-2-yl)-2-azabicyclo[2.1.1]hexan-4-yl]methoxy]-1-methyl-pyridin-2-one